NCCCC=1C=C(OCCCC(=O)N(C)C)C=CC1 4-(3-(3-aminopropyl)phenoxy)-N,N-dimethylbutanamide